3,5-di-tert-butyl-4-hydroxybenzene C(C)(C)(C)C=1C=CC=C(C1O)C(C)(C)C